2-(tert-butyl-(methyl)amino)-1-(4-(2-(2,6-dimethylpyridin-4-yl)-3-isopropyl-1H-indol-5-yl)piperidin-1-yl)ethan-1-one C(C)(C)(C)N(CC(=O)N1CCC(CC1)C=1C=C2C(=C(NC2=CC1)C1=CC(=NC(=C1)C)C)C(C)C)C